C(C(C)C)N(C1=C(C=C(C=C1)[C@H](CC(=O)OC(C(C)C)OC([C@H](C(C)C)NC([C@H](C)OP(=O)(O)O)=O)=O)CC)NC(=O)NC1=CC=C(C=C1)C)CC(C)C (3S)-2-Methyl-1-(((S)-3-methyl-2-((S)-2-(phosphonooxy)propanamido)butanoyl) oxy)propyl 3-(4-(diisobutylamino)-3-(3-(p-tolyl)ureido)phenyl)pentanoate